tert-butyl (R)-3-(2-iodoethoxy)azepane-1-carboxylate ICCO[C@H]1CN(CCCC1)C(=O)OC(C)(C)C